C[C@H]1N(CCOC1)C1=CC(NC(=C1)N1C(CCC1)C1=CC=CC=C1)=O 4-[(3R)-3-methylMorpholin-4-yl]-6-(2-phenylpyrrolidin-1-yl)-1H-pyridin-2-one